C(C)OC1=C(C=C(C=N1)C1=CC(=C2C(=N1)N=C(N2)N)N(C)CC2(CCCC2)COCC)C(F)(F)F 5-[6-Ethoxy-5-(trifluoromethyl)pyridin-3-yl]-N7-{[1-(ethoxymethyl)cyclopentyl]methyl}-N7-methyl-1H-imidazo[4,5-b]pyridine-2,7-diamine